C[C@H]1N(C[C@@H](NC1)C)C(=O)[O-] (2R,5S)-2,5-dimethylpiperazine-1-carboxylate